C1(=CC=C(C=C1)COCC/C=C/CCO)C1=CC=CC=C1 (3E)-6-(4-biphenylylmethoxy)-3-hexen-1-ol